C(C)(C)(C)OC(=O)\N=C(/N)\N(C(OC(C)(C)C)=O)CC1=CC=C(C=C1)OCC1=CC(=CC=C1)[N+](=O)[O-] tert-Butyl N-[(E)-N'-tert-butoxycarbonylcarbamimidoyl]-N-[[4-[(3-nitrophenyl)methoxy]-phenyl]methyl]carbamate